methyl 6-acetyl-2-aminonicotinate C(C)(=O)C1=NC(=C(C(=O)OC)C=C1)N